FC[C@H]1C[C@]2(NC3=NC(=CC=C3CC2)C)CN1C(=O)OCC1C2=CC=CC=C2C=2C=CC=CC12 (9H-fluoren-9-yl)methyl (3S,5R)-5-(fluoromethyl)-7'-methyl-3',4'-dihydro-1'H-spiro[pyrrolidine-3,2'-[1,8]naphthyridine]-1-carboxylate